FC(N)(F)F trifluoromethaneamine